1-ethyl-3-(2-(3-hydroxycyclopentyl)ethyl)urea C(C)NC(=O)NCCC1CC(CC1)O